BrC1=CN=C2N1C=C(C=C2)C=O 3-bromoimidazo[1,2-a]pyridine-6-carbaldehyde